(E)-3,5-difluoro-N-(3-(2-(1-ethyl-1H-pyrazol-4-yl)vinyl)-1H-indazol-5-yl)benzenesulfonamide FC=1C=C(C=C(C1)F)S(=O)(=O)NC=1C=C2C(=NNC2=CC1)\C=C\C=1C=NN(C1)CC